NC1=C(C=C(C(=O)N[C@@H](C(C)(C)C)C(=O)N2[C@@H](CCC2)C(=O)N[C@@H]2[C@@H](OC(C2)=O)OCC)C=C1)Cl N-(4-amino-3-chlorobenzoyl)-3-methyl-L-valyl-N-[2(R)-ethoxy-5-oxoperhydrofuran-3(S)-yl]-L-prolinamide